(R)-1-(1-acetylpyrrolidin-3-yl)-4-chloro-N-(3-fluoro-5-(phenylethynyl)pyridin-2-yl)-1H-pyrazole-5-carboxamide C(C)(=O)N1C[C@@H](CC1)N1N=CC(=C1C(=O)NC1=NC=C(C=C1F)C#CC1=CC=CC=C1)Cl